ClC=1N=C(C2=C(N1)CCCS2=O)NC2(CCC2)CO 2-chloro-4-((1-(hydroxymethyl)cyclobutyl)amino)-7,8-dihydro-6H-thiopyrano[3,2-d]pyrimidine 5-oxide